ClC1=CC(=C(S1)C(C)C)NC(NS(N([C@H]1CN(CC1)C)C=1C=NN(C1)C)(=O)=O)=O 3-[5-Chloro-2-(propan-2-yl)thiophen-3-yl]-1-[(1-methyl-1H-pyrazol-4-yl)[(3R)-1-methylpyrrolidin-3-yl]sulfamoyl]urea